O=C1NC(CCC1N1CC2=CC=C(C(=C2C1=O)C)NC(C)=O)=O N-(2-(2,6-dioxopiperidin-3-yl)-4-methyl-3-oxoisoindolin-5-yl)acetamide